(R)-6-methyl-2-morpholino-8-(1-(pyridazin-4-ylamino)ethyl)-4H-chromen-4-one CC=1C=C2C(C=C(OC2=C(C1)[C@@H](C)NC1=CN=NC=C1)N1CCOCC1)=O